4-(4-Methoxy-6-(quinolin-3-yl)pyrimidin-2-yl)piperazine-1-carboxylate COC1=NC(=NC(=C1)C=1C=NC2=CC=CC=C2C1)N1CCN(CC1)C(=O)[O-]